Cl.O[C@@H]1C[C@H](NC1)C(=O)OC (2S,4R)-Methyl 4-hydroxypyrrolidine-2-carboxylate hydrochloride